ClC=1C(=C(C(=C(C1)C(C)O)OCC)N1CCOCC1)C 1-(5-chloro-2-ethoxy-4-methyl-3-morpholinophenyl)ethan-1-ol